BrC=1C=CCC(C1)C(F)F 5-bromo-1-(difluoromethyl)-1H-benzol